CC1=C(C=C(C=C1)C)B1OC(C)(C)C(C)(C)O1 2,5-dimethylphenylboronic acid pinacol ester